2-(4-(1H-pyrazol-1-yl)phenyl)-6-(4-(methylsulfonyl)piperazin-1-carbonyl)pyrimidin-4-formaldehyde N1(N=CC=C1)C1=CC=C(C=C1)C1=NC(=CC(=N1)C=O)C(=O)N1CCN(CC1)S(=O)(=O)C